C(C)(C)[C@H]1[C@@H](C[C@@H](CC1)C)OC(=O)C1(CCCC1)C(=O)OC 4-((((1R,2S,5R)-2-isopropyl-5-methylcyclohexyl)oxy)carbonyl)-4-(methoxycarbonyl)cyclopentane